O[C@H]1[C@H](OC(C([C@H]1O)OC)(C)C)OC=1C=C(C(=C(C1)C1=CC(=CC=C1)F)CCNC(C)=O)OC |&1:2| N-(2-(5-(((3R,4S,SR)-3,4-dihydroxy-5-methoxy-6,6-dimethyltetrahydro-2H-pyran-2-yl)oxy)-3'-fluoro-3-methoxy-[1,1'-biphenyl]-2-yl)ethyl)acetamide